FC=1C=CC(=NC1C)C1=NNC=C1C1=NC2=CC(=CN=C2C=C1)C=1C=NN2C1CNCC2 2-[3-(5-fluoro-6-methyl-2-pyridyl)-1H-pyrazol-4-yl]-7-(4,5,6,7-tetrahydropyrazolo[1,5-a]pyrazin-3-yl)-1,5-naphthyridine